2-({[5-(2-Bromophenyl)-1,3-oxazol-2-yl]methyl}sulfanyl)-6-methylpyrimidin-4-amin BrC1=C(C=CC=C1)C1=CN=C(O1)CSC1=NC(=CC(=N1)N)C